(S)-2-amino-3-methylbutane-1-sulfonamide N[C@H](CS(=O)(=O)N)C(C)C